2-[[(1R)-1-[2-(3-Fluorophenyl)-3,6-dimethyl-4-oxo-chromen-8-yl]ethyl]amino]benzonitrile FC=1C=C(C=CC1)C=1OC2=C(C=C(C=C2C(C1C)=O)C)[C@@H](C)NC1=C(C#N)C=CC=C1